methyl 3-[(tert-butoxycarbonyl)amino]-1,2-benzoxazole-5-carboxylate C(C)(C)(C)OC(=O)NC1=NOC2=C1C=C(C=C2)C(=O)OC